BrCCCC 1-Bromobutane